N-((cis)-3-(5-chloro-2-cyanophenyl)cyclobutyl)-1-((R or S)-1-(4-methyl-6-((1R,5S)-2-oxo-3-azabicyclo[3.1.0]hexan-3-yl)pyridin-3-yl)ethyl)-1H-pyrazole-4-carboxamide ClC=1C=CC(=C(C1)[C@H]1C[C@H](C1)NC(=O)C=1C=NN(C1)[C@H](C)C=1C=NC(=CC1C)N1C([C@@H]2C[C@@H]2C1)=O)C#N |o1:19|